(R)-2-(1-(3-cyano-5-methyl-phenyl)-1H-pyrazol-4-yl)-N-(3-cyclopropyl-1H-pyrazol-5-yl)propanamide C(#N)C=1C=C(C=C(C1)C)N1N=CC(=C1)[C@H](C(=O)NC1=CC(=NN1)C1CC1)C